COC(C(C(=O)OC)Br)=O dimethyl-2-bromomalonate